2-[(3R)-3-(1-{5,6-diamino-4-[(1R)-1-(2,4-dichlorophenyl)ethoxy]pyridin-2-yl}azetidin-3-yl)piperidin-1-yl]ethanol NC=1C(=CC(=NC1N)N1CC(C1)[C@@H]1CN(CCC1)CCO)O[C@H](C)C1=C(C=C(C=C1)Cl)Cl